BrC1=CC2=C(C(=NO2)C2=C(\C=N\[S@@](=O)C(C)C)C=CC=C2)C=C1 (S,E)-N-[2-(6-bromobenzo[d]isoxazol-3-yl)benzylidene]propane-2-sulfinamide